α,α,4-trimethyl-cyclohexanemethanol 1-acetate C(C)(=O)OC(C1CCC(CC1)C)(C)C